FC1=C(C=CC(=C1)C=1CCN(CC1)C)C=1C=C2C(=CC=NC2=CC1)NC=1C=CC2=C(N=CS2)C1 N-(6-(2-fluoro-4-(1-methyl-1,2,3,6-tetrahydropyridin-4-yl)phenyl)quinolin-4-yl)benzo[d]thiazol-5-amine